tert-butyl (2-(4-formylphenoxy)propyl)(methyl)carbamate C(=O)C1=CC=C(OC(CN(C(OC(C)(C)C)=O)C)C)C=C1